[Na+].[Na+].P([O-])([O-])=O phosphonic acid disodium salt